ClC1=C2C(NC(=NC2=C(C=C1)Cl)NC1=C(C=C(C=C1)F)F)=O 5,8-dichloro-2-((2,4-difluorophenyl)amino)quinazoline-4(3H)-One